1-bromo-3-(2-(difluoromethyl)-5-fluorophenoxy)-2-nitrobenzene BrC1=C(C(=CC=C1)OC1=C(C=CC(=C1)F)C(F)F)[N+](=O)[O-]